ethyl (R)-3-(4-((1-oxo-3-(4'-(trifluoromethyl)-[1,1'-biphenyl]-4-yl)-1-((4-(trifluoromethyl)phenyl)amino)propan-2-yl)amino)benzamido)propanoate O=C([C@@H](CC1=CC=C(C=C1)C1=CC=C(C=C1)C(F)(F)F)NC1=CC=C(C(=O)NCCC(=O)OCC)C=C1)NC1=CC=C(C=C1)C(F)(F)F